(5'S)-5'-(pyrazin-2-yl)-3-{[6-(pyrrolidin-1-yl)pyridin-2-yl]methoxy}tetrahydro-3'H-spiro[cyclobutane-1,2'-pyrrolo[2,1-b][1,3]oxazol]-3'-one N1=C(C=NC=C1)[C@@H]1CCC2OC3(C(N21)=O)CC(C3)OCC3=NC(=CC=C3)N3CCCC3